4-[(1S)-1-[[4-[4-(Tetrahydropyran-4-ylmethoxy)phenyl]tetrahydropyran-4-carbonyl]amino]ethyl]benzoic acid O1CCC(CC1)COC1=CC=C(C=C1)C1(CCOCC1)C(=O)N[C@@H](C)C1=CC=C(C(=O)O)C=C1